2,4-diamino-6-(2-pyridyl)-1,3,5-triazine NC1=NC(=NC(=N1)N)C1=NC=CC=C1